FC1=CC=C(C=C1)N1C(=C(C2=C1C=C1C=NNC1=C2)C2=CC=C(C(=O)OC1[C@@H]([C@H]([C@@H]([C@H](O1)C(=O)O)O)O)O)C=C2)C(C)C (2S,3S,4S,5R)-6-[4-[5-(4-fluorophenyl)-6-isopropyl-1H-pyrrolo[2,3-f]indazol-7-yl]benzoyl]oxy-3,4,5-trihydroxy-tetrahydropyran-2-carboxylic acid